FC(C)(F)[C@H]1C[C@@H](CC1)N1C(C(=CC=C1)NC(C1=C(C=C(C=C1)NS(=O)(=O)CCO)N1CC[Si](CC1)(C)C)=O)=O N-(1-((1R,3R)-3-(1,1-difluoroethyl)cyclopentyl)-2-oxo-1,2-dihydropyridin-3-yl)-2-(4,4-dimethyl-1,4-azasilinan-1-yl)-4-((2-hydroxyethyl)sulfonamido)benzamide